C(CC(C)C1CCC1)C1CCC1 butane-1,3-diyldicyclobutane